piperidin-4-imine N1CCC(CC1)=N